tert-butyl 5-oxo-2-(triisopropylsilyloxymethyl)spiro[7H-cyclopenta[b]pyridine-6,4'-piperidine]-1'-carboxylate O=C1C=2C(=NC(=CC2)CO[Si](C(C)C)(C(C)C)C(C)C)CC12CCN(CC2)C(=O)OC(C)(C)C